CS=C(C#CC(C)(N(CCOCC1=C(CCCC1(C)C)C)C)C)O.C(C)N(C1=CC=C(C=C1)C)CC N,N-diethyl-p-toluidine S-Methyl-4-methyl-4-[methyl-[2-[(2,6,6-trimethylcyclohexen-1-yl)methoxy]ethyl]amino]pent-2-ynethioat